(E)-N-(2-Aminophenyl)-3-(4-((5-methoxy-1H-indol-1-yl)sulfonyl)phenyl)acrylamide NC1=C(C=CC=C1)NC(\C=C\C1=CC=C(C=C1)S(=O)(=O)N1C=CC2=CC(=CC=C12)OC)=O